1-acryloyl-4-methyl-piperazine C(C=C)(=O)N1CCN(CC1)C